COC(C(=C)COCC=C)=O 2-[(allyloxy)methyl]acrylic acid methyl ester